C(CCC)C1(CS(C2=C(N(C1)C1=CC=CC=C1)C=C(C(=C2)CSCC(=O)O)SC)(=O)=O)C 2-(((3-butyl-3-methyl-7-(methylthio)-1,1-dioxido-5-phenyl-2,3,4,5-tetrahydro-1,5-benzothiazepin-8-yl)methyl)thio)acetic acid